[5-(4-aminocinnolin-7-yl)-2-(3,3-difluorocyclobutyl)oxy-4-pyrazol-1-ylphenyl]boronic acid formic acid salt C(=O)O.NC1=CN=NC2=CC(=CC=C12)C=1C(=CC(=C(C1)B(O)O)OC1CC(C1)(F)F)N1N=CC=C1